3-[(3-chloro-4-hydroxyphenyl)-amino]-4-(2-nitrophenyl)-1H-pyrrole-2,5-dione ClC=1C=C(C=CC1O)NC=1C(NC(C1C1=C(C=CC=C1)[N+](=O)[O-])=O)=O